N-{2-formyl-4-[2-({2-methoxy-4-[4-(4-methylpiperazin-1-yl)piperidin-1-yl]phenyl}amino)-4-(phenylamino)pyrimidin-5-yl]phenyl}acetamide C(=O)C1=C(C=CC(=C1)C=1C(=NC(=NC1)NC1=C(C=C(C=C1)N1CCC(CC1)N1CCN(CC1)C)OC)NC1=CC=CC=C1)NC(C)=O